(E)-6-(4-methoxystyryl)quinoline-4-carboxylic acid COC1=CC=C(/C=C/C=2C=C3C(=CC=NC3=CC2)C(=O)O)C=C1